(R)-3-(1,4-dimethyl-1H-benzo[d][1,2,3]triazol-5-yl)-3-(3-((7-hydroxy-2,2-dimethyl-2,3-dihydropyrido[2,3-f][1,4]oxazepin-4(5H)-yl)methyl)-4-methylphenyl)propanoic acid CN1N=NC2=C1C=CC(=C2C)[C@H](CC(=O)O)C2=CC(=C(C=C2)C)CN2CC(OC1=C(C2)N=C(C=C1)O)(C)C